3-cyano-2-(4-phenoxyphenyl)[2-14C]Pyrazolo[1,5-a]Pyrimidine C(#N)C=1[14C](=NN2C1N=CC=C2)C2=CC=C(C=C2)OC2=CC=CC=C2